1-ethyl-1-oxophospholene C(C)P1(C=CCC1)=O